TERT-BUTYLSULFENAMIDE C(C)(C)(C)SN